iron-nickel-copper-zinc [Zn].[Cu].[Ni].[Fe]